2-Amino-4-(heptan-4-ylamino)-6-(2-methoxy-4-(piperazine-1-carbonyl)benzyl)pyridine NC1=NC(=CC(=C1)NC(CCC)CCC)CC1=C(C=C(C=C1)C(=O)N1CCNCC1)OC